3-allyloxymethyl-2,2-dimethylcyclobutanone C(C=C)OCC1C(C(C1)=O)(C)C